N1C(=CC=C1)C(S\C(=C(\C)/N(C=O)CC=1C(=NC(=NC1)C)N)\CCOP(=O)(O)O)=O (Z)-S-(2-(N-((4-amino-2-methylpyrimidin-5-yl)methyl) formamido)-5-(phosphonooxy)pent-2-en-3-yl) 1H-pyrrole-2-carbothioate